NC=1C2=C(N=CN1)N(C(=C2C2=CC=C(C=C2)OCC2CCCC2)C2=CC=C(C=C2)NC(C(=C)C)=O)C N-(4-(4-amino-5-(4-(cyclopentylmethoxy)phenyl)-7-methyl-7H-pyrrolo[2,3-d]pyrimidin-6-yl)phenyl)methacrylamide